BrC=1C(=NC(=NC1)NC1=C(C=C(C(=C1)C=1C=NN(C1)C)N1CCC(CC1)CO)OC1CC1)NC=1C=NC2=CC=CC=C2C1P(C)(C)=O (3-((5-bromo-2-((2-cyclopropyloxy-4-(4-(hydroxymethyl)piperidin-1-yl)-5-(1-methyl-1H-pyrazol-4-yl)phenyl)amino)pyrimidin-4-yl)amino)quinolin-4-yl)dimethylphosphine oxide